2-(trans-4-((3-(2-Cyclopropylthiazol-5-yl)phenyl)((trans-4-(5-methoxy-6-methylpyridin-2-yl)cyclohexyl)methyl)carbamoyl)cyclohexyl)-acetic acid C1(CC1)C=1SC(=CN1)C=1C=C(C=CC1)N(C(=O)[C@@H]1CC[C@H](CC1)CC(=O)O)C[C@@H]1CC[C@H](CC1)C1=NC(=C(C=C1)OC)C